2'-deoxy guanosine-3'-phosphate P(=O)(O)(O)O[C@H]1C[C@@H](O[C@@H]1CO)N1C=NC=2C(=O)NC(N)=NC12